IC=1C=C2C=NN(C2=CC1)CCN1CCN(CC1)CC(CN1N=CN=C1)(O)C1=C(C=C(C=C1)F)F 1-(4-(2-(5-iodo-1H-indazol-1-yl)ethyl)piperazin-1-yl)-2-(2,4-difluorophenyl)-3-(1H-1,2,4-triazol-1-yl)propan-2-ol